3-(4-(4-((1-(4-amino-5-methoxy-2-(1-methyl-1H-pyrazol-4-yl)phenyl)piperidine-4-yl)methyl)piperazin-1-yl)phenyl)piperidine-2,6-dione NC1=CC(=C(C=C1OC)N1CCC(CC1)CN1CCN(CC1)C1=CC=C(C=C1)C1C(NC(CC1)=O)=O)C=1C=NN(C1)C